C1(CCCCC1)N1C(=CC=2C1=C1C(=NC2)NC=C1)C1=NC(=CC=C1)OC 1-cyclohexyl-2-(6-methoxypyridin-2-yl)-1,6-dihydrodipyrrolo[2,3-b:2',3'-d]pyridine